5-(dimethylamino)-N-((4-fluoro-2-isopropyl-6-(2-methoxypyridin-4-yl)phenyl)carbamoyl)pyridazine-3-sulfonamide CN(C=1C=C(N=NC1)S(=O)(=O)NC(NC1=C(C=C(C=C1C1=CC(=NC=C1)OC)F)C(C)C)=O)C